methyl 4-amino-7-bromo-1-(1,3-dihydro-2-benzofuran-4-yl)-2-oxo-1,2-dihydroquinoline-3-carboxylate NC1=C(C(N(C2=CC(=CC=C12)Br)C1=CC=CC=2COCC21)=O)C(=O)OC